trans-tert-butyl N-[(4-aminocyclohexyl) methyl]carbamate N[C@@H]1CC[C@H](CC1)CNC(OC(C)(C)C)=O